tert-Butyl 4-(2-(4-iodophenoxy)ethyl)piperazine-1-carboxylate IC1=CC=C(OCCN2CCN(CC2)C(=O)OC(C)(C)C)C=C1